C(=O)(O)C(CC=1C=C(CN(CC2=NNC=3C2=NC(=CC3)CC(C(=O)O)C3CNCC3)CC3=NNC=2C3=NC(=CC2)CC(C(=O)O)C2CNCC2)C=CC1)C1CNCC1 3,3'-((((3-(2-carboxy-2-(pyrrolidin-3-yl)ethyl)benzyl)azanediyl)bis(methylene))bis(1H-pyrazolo[4,3-b]pyridine-3,5-diyl))bis(2-(pyrrolidin-3-yl)propanoic acid)